tert-Butyl 3-(4-[3-cyano-4-[(1R)-1-(pyridin-2-yl)ethoxy]pyrazolo[1,5-a]pyridin-6-yl]-5-methylpyrazol-1-yl)azetidine-1-carboxylate C(#N)C=1C=NN2C1C(=CC(=C2)C=2C=NN(C2C)C2CN(C2)C(=O)OC(C)(C)C)O[C@H](C)C2=NC=CC=C2